N1(CCOCC1)C=1C=C(N)C=CC1 3-(morpholinyl)aniline